Anti-maleimide C1(C=CC(N1)=O)=O